C(C)NC(=O)C=1C(=NC(=NC1)NC=1C=C2CCN(C(C2=CC1)=O)C)N[C@H](CO)C1=CC=CC=C1 N-ethyl-4-{[(1S)-2-hydroxy-1-phenylethyl]amino}-2-[(2-methyl-1-oxo-1,2,3,4-tetrahydroisoquinolin-6-yl)amino]pyrimidine-5-carboxamide